FC(C=1C(=CN(C(C1)=O)C)C(=O)NC1=C(C=C(C(=C1)C1=NC(=NC=C1)N1C[C@@H](O[C@@H](C1)C)C)F)N1C[C@@H](N([C@@H](C1)C)C)C)F 4-(difluoromethyl)-N-(5-(2-((2S,6R)-2,6-dimethylmorpholino)pyrimidin-4-yl)-4-fluoro-2-((3S,5R)-3,4,5-trimethylpiperazin-1-yl)phenyl)-1-methyl-6-oxo-1,6-dihydropyridine-3-carboxamide